1-methyl-1H-benzol CC1CC=CC=C1